C(C)OC(=O)C1=C(SC(=C1C(=O)OCC)N=CC=1SC(=CC1)[N+](=O)[O-])NC(=O)C=1SC=CC1 (thiophene-2-carboxamido)-5-(5-nitrothiophen-2-yl)methyleneaminothiophene-3,4-dicarboxylic acid diethyl ester